FC(OC1=CC=C(C=C1)C1=CN=C2N1C=CN=C2NC2=CC(=C(C=C2)C(=O)N2CCN(CC2)C)C(F)(F)F)F [4-[[3-[4-(difluoromethoxy)phenyl]imidazo[1,2-a]pyrazin-8-yl]amino]-2-(trifluoromethyl)phenyl]-(4-methylpiperazin-1-yl)methanone